(S)-N-(4-FLUORO-3-OXO-1-PHENYLBUTAN-2-YL)-2-METHYL-4-PHENYLOXAZOLE-5-CARBOXAMIDE FCC([C@H](CC1=CC=CC=C1)NC(=O)C1=C(N=C(O1)C)C1=CC=CC=C1)=O